(S)-quinuclidin-3-yl (5-(4-(methoxymethyl)phenyl)-2,2-dimethyl-2,3-dihydro-1H-inden-1-yl)carbamat COCC1=CC=C(C=C1)C=1C=C2CC(C(C2=CC1)NC(O[C@@H]1CN2CCC1CC2)=O)(C)C